tert-butyl N-cyclopropyl-N-[1-[5-fluoro-7-[(8-fluoro-2-methyl-imidazo[1,2-a]pyridin-6-yl)carbamoyl]-2-methyl-indazol-4-yl]-4-piperidyl]carbamate C1(CC1)N(C(OC(C)(C)C)=O)C1CCN(CC1)C=1C2=CN(N=C2C(=CC1F)C(NC=1C=C(C=2N(C1)C=C(N2)C)F)=O)C